[Mn+2].ClC1(CC(N2CCN(C(CC(N(CCN1C)CC2)(C)C)(C)Cl)C)(C)C)C Dichloro-2,2,4,5,9,9,11,12-octamethyl-1,5,8,12-tetraazabicyclo[6.6.2]hexadecane Manganese(II)